COC1=C(C(=CC(=C1)C)C)C1=CC=C2C=CC(=NC2=N1)C1CN(CCC1)CCCC(=O)OCC1=CC=CC=C1 benzyl 4-[3-[7-(2-methoxy-4,6-dimethyl-phenyl)-1,8-naphthyridin-2-yl]-1-piperidyl]butanoate